(R)-3-((S)-1-(tert-butoxy)-3-(2-fluoro-3-formylphenyl)-1-oxopropan-2-yl)pyrrolidine-1-carboxylic acid tert-butyl ester C(C)(C)(C)OC(=O)N1C[C@H](CC1)[C@@H](C(=O)OC(C)(C)C)CC1=C(C(=CC=C1)C=O)F